N-(2-fluoroethyl)-2-(1-{6-methyl-4-[(1-methylcyclopropyl)amino]furo[2,3-d]pyrimidin-5-carbonyl}piperidin-4-yl)pyrimidin-4-amine FCCNC1=NC(=NC=C1)C1CCN(CC1)C(=O)C1=C(OC=2N=CN=C(C21)NC2(CC2)C)C